CN1N=CC2=CC(=CC=C12)C=1C=CC2=C(C=3CN(C(C3C=C2)=O)CC(C(=O)N)=C)C1 2-[[8-(1-methylindazol-5-yl)-3-oxo-1H-benzo[e]isoindol-2-yl]methyl]prop-2-enamide